NCC1=C(SC(=C1)Cl)C=1N=C(C(=NC1)O[C@@H]1C[C@H](CCC1)C(=O)O)C (1S,3S)-3-((5-(3-(aminomethyl)-5-chlorothien-2-yl)-3-methylpyrazin-2-yl)oxy)cyclohexane-1-carboxylic acid